N[C@H](C(=O)O)CC1=CC(=CC=C1)O (2S)-2-amino-3-(3-hydroxyphenyl)propionic acid